[6-[[1-(2,2,2-trifluoroethyl)pyrazol-4-yl]methyl]-2,6-diazaspiro[3.3]heptan-2-yl]-[6-[3-(trifluoromethyl)-1,2,4-triazol-1-yl]-2-azaspiro[3.3]heptan-2-yl]methanone FC(CN1N=CC(=C1)CN1CC2(CN(C2)C(=O)N2CC3(C2)CC(C3)N3N=C(N=C3)C(F)(F)F)C1)(F)F